2-(2-(3,4-difluorobenzyl)-2,6-dihydropyrrolo[3,4-c]pyrazol-5(4H)-yl)-N,N-dimethylpyrimidine-4-carboxamide FC=1C=C(CN2N=C3C(=C2)CN(C3)C3=NC=CC(=N3)C(=O)N(C)C)C=CC1F